ClC1=NC=C(C(=C1)C1=NNC=C1C(=O)NC=1SC(=NN1)OC)OC 3-(2-chloro-5-methoxypyridin-4-yl)-N-(5-methoxy-1,3,4-thiadiazol-2-yl)-1H-pyrazole-4-carboxamide